C1(=CC=CC=2C3=CC=CC=C3CC12)COC(=O)N[C@H](CC=1C=NC=CC1)C(=O)O N-fluorenylmethoxycarbonyl-3-(3-pyridyl)-D-alanine